FC(CN1C=NC=2C1=NC(=CC2)C=2C=CN1N=C(N=C(C12)NC)N[C@H]1C(CN(CC1)C(C)=O)(F)F)F (R)-1-(4-((5-(3-(2,2-Difluoroethyl)-3H-imidazo[4,5-b]pyridin-5-yl)-4-(methylamino)pyrrolo[2,1-f][1,2,4]triazin-2-yl)amino)-3,3-difluoropiperidin-1-yl)ethan-1-one